C(CCC)OC1=CC=C(C=C1)C1=NNC(=C1O)C 3-(4-Butoxyphenyl)-5-methyl-pyrazol-4-ol